1-(4-(3-((4-amino-5-(4-cyclopropoxyphenyl)-7-methyl-7H-pyrrolo[2,3-d]pyrimidin-6-yl)ethynyl)azetidin-1-yl)piperidin-1-yl)prop-2-en-1-one NC=1C2=C(N=CN1)N(C(=C2C2=CC=C(C=C2)OC2CC2)C#CC2CN(C2)C2CCN(CC2)C(C=C)=O)C